2-Amino-6-cyano-N-cyclopropyl-7-oxo-6-phenyl-4,5,6,7-tetrahydrobenzo[b]thiophene-3-carboxamide NC1=C(C2=C(S1)C(C(CC2)(C2=CC=CC=C2)C#N)=O)C(=O)NC2CC2